N-(4-(((R)-1-Hydroxy-4-methylpentan-2-yl)amino)-6-(2-(6-methoxypyridin-2-yl)propyl)-1,3,5-triazin-2-yl)methanesulfonamide OC[C@@H](CC(C)C)NC1=NC(=NC(=N1)CC(C)C1=NC(=CC=C1)OC)NS(=O)(=O)C